NC(=O)C1=CC=CC2=CN(N=C12)C1=CC=C(CNC(=O)C2C[NH2+]C2)C=C1 3-[({4-[7-(aminocarbonyl)-2H-indazole-2-yl]benzyl}amino)carbonyl]azacyclobutanium